COC1=CC=C(CN2C(C(C3=C(C(=CC=C23)CN(CCN(C(OC(C)(C)C)=O)C)C)C2CCNCC2)=O)=O)C=C1 tert-butyl (2-(((1-(4-methoxybenzyl)-2,3-dioxo-4-(piperidin-4-yl)indoline-5-yl)methyl)(methyl)amino)ethyl)(methyl)carbamate